COC1(C=C(C(C(C1)(C)C)=O)C#N)C1=NC=C(C=C1)C 3-methoxy-5,5-dimethyl-3-(5-methylpyridin-2-yl)-6-oxocyclohex-1-ene-1-carbonitrile